2-(2-(pyridin-2-yl)vinyl)oxazole N1=C(C=CC=C1)C=CC=1OC=CN1